N-(14-amino-3,6,9,12-tetraoxatetradecyl)-2-((2-(2,6-dioxopiperidin-3-yl)-1,3-dioxoisoindolin-4-yl)oxy)acetamide NCCOCCOCCOCCOCCNC(COC1=C2C(N(C(C2=CC=C1)=O)C1C(NC(CC1)=O)=O)=O)=O